4-Cyclopropoxy-2-fluoropyridine-3-carboxylic acid ethyl ester C(C)OC(=O)C=1C(=NC=CC1OC1CC1)F